4-fluoro-N-methyl-3-(2-methyl-1H-imidazol-5-yl)benzenesulfonamide FC1=C(C=C(C=C1)S(=O)(=O)NC)C1=CN=C(N1)C